FC1(C(C1)N1N=CC=C1)F 1-(2,2-difluorocyclopropyl)-1H-pyrazole